ClC=1C=C2C(=NC(=NC2=C(C1C=1C=C(C=C2C=CC=NC12)O)F)N1CC(C1)N(C)C)N1C[C@H]2CC[C@@H](C1)N2C(=O)OC(C)(C)C tert-Butyl (1R,5S)-3-((R or S)-6-chloro-2-(3-(dimethylamino) azetidin-1-yl)-8-fluoro-7-(6-hydroxyquinolin-8-yl)quinazolin-4-yl)-3,8-diazabicyclo[3.2.1]octane-8-carboxylate